N-(4-((4-amino-2-butyl-7-isopropoxy-1H-imidazo[4,5-d]pyridazin-1-yl)methyl)benzyl)benzamide NC1=C2C(=C(N=N1)OC(C)C)N(C(=N2)CCCC)CC2=CC=C(CNC(C1=CC=CC=C1)=O)C=C2